C(C)(C)(C)OC(=O)N1[C@@H](C[C@H](C1)O[Si](C)(C)C(C)(C)C)C#N (2S,4R)-1-tert-butoxycarbonyl-2-cyano-4-(tert-butyldimethylsilyl)oxy-tetrahydropyrrole